CCCCCCCCCC1=CC=C(C=C1)NC2=CC=C(C=C2)CCCCCCCCC 4-nonyl-N-(4-nonylphenyl)aniline